5-((4-(2,3-difluorophenyl)piperazin-1-yl)methyl)-2-(2,6-dioxopiperidin-3-yl)isoindoline-1,3-dione FC1=C(C=CC=C1F)N1CCN(CC1)CC=1C=C2C(N(C(C2=CC1)=O)C1C(NC(CC1)=O)=O)=O